4-(4-Formylcyclohexyl)piperazine-1-carboxylic acid tert-butyl ester C(C)(C)(C)OC(=O)N1CCN(CC1)C1CCC(CC1)C=O